2'-anilino-6'-(N-ethyl-N-isopentylamino)-3'-Methylspiro[phthalide-3,9'-[9H]xanthene] N(C1=CC=CC=C1)C1=CC=2C3(C4=CC=C(C=C4OC2C=C1C)N(CCC(C)C)CC)OC(=O)C1=CC=CC=C13